(2S)-2-methylmorpholine C[C@H]1CNCCO1